n-(3-dimethylaminopropyl)-N-ethylcarbodiimide CCNC(=O)NCCCN(C)C